CN1C(=NC=C1)C(=O)C=1OC2=C(C1C)C(=CC=C2)OCCCNCC=2C=NC=CC2 (1-methyl-1h-imidazol-2-yl)-(3-methyl-4-{3-[(pyridin-3-ylmethyl)-amino]-propoxy}-benzofuran-2-yl)methanone